N,N'-dimethyl-1,3-diaminobutane CNCCC(C)NC